C(C1=CC=CC=C1)OC=1C=C2C(=C(N(C2=CC1)CC1=CC=C(CCNCCCF)C=C1)C1=C(C=C(C=C1)OC)C)F N-(4-((5-(benzyloxy)-3-fluoro-2-(4-methoxy-2-methylphenyl)-1H-indol-1-yl)methyl)phenethyl)-3-fluoropropan-1-amine